[2-([1,4]Dioxan-2-ylmethoxy)-4-oxo-6,7-dihydro-4H-pyrimido[6,1-a]isoquinolin-9-yloxy]-acetonitrile O1C(COCC1)COC1=NC(N2C(C3=CC=C(C=C3CC2)OCC#N)=C1)=O